ClC=1C=CC=2N=CN=C(C2N1)NC1=C(C=C(C(=C1)Cl)F)F 6-chloro-N-(5-chloro-2,4-difluorophenyl)pyrido[3,2-d]pyrimidin-4-amine